COC(=O)N1CCC(CC1)C=1C=CC=C2C=C(N(C12)CC1CC1)C1=NN2C(C=CC(=C2)C(=O)N2C[C@@H](CCC2)N)=C1C (R)-4-(2-(6-(3-aminopiperidine-1-carbonyl)-3-methylpyrazolo[1,5-a]pyridin-2-yl)-1-(cyclopropylmethyl)-1H-indol-7-yl)piperidine-1-carboxylic acid methyl ester